FC1=CC=C2C3=C(NC2=C1)C(NC(C3)C(=O)OC)C3=CC=C(C=C3)N(S(=O)(=O)N3CCN(CC3)C)C methyl 7-fluoro-1-[4-[methyl-(4-methylpiperazin-1-yl)sulfonyl-amino]phenyl]-2,3,4,9-tetrahydro-1H-pyrido[3,4-b]indole-3-carboxylate